1-(Tert-butyl)-N-(2-fluoro-4-methyl-5-(2-methyl-8-morpholinoimidazo[1,2-a]pyridin-6-yl)phenyl)-1H-pyrrole-3-carboxamide C(C)(C)(C)N1C=C(C=C1)C(=O)NC1=C(C=C(C(=C1)C=1C=C(C=2N(C1)C=C(N2)C)N2CCOCC2)C)F